4-(4-trifluoromethylbenzyl)-7-benzyl-6,7,8,9-tetrahydropyrazolo[1,5-a]pyrido[3,4-e]pyrimidin-5(4H)-one FC(C1=CC=C(CN2C=3N(C4=C(C2=O)CN(CC4)CC4=CC=CC=C4)N=CC3)C=C1)(F)F